1,2,3,3,4-pentafluoro-1-butene FC=C(C(CF)(F)F)F